C(#N)COC1=C(C(=C(C=C1)C1=CN=C(N1C)C(=O)NC1=CC(=C(C=C1)C(NCCNC(=O)[C@@H]1NC[C@](C1)(C)O)=O)C)F)F 5-[4-(cyanomethoxy)-2,3-difluoro-phenyl]-N-[4-[2-[[(2r,4r)-4-hydroxy-4-methyl-pyrrolidine-2-carbonyl]amino]ethylcarbamoyl]-3-methyl-phenyl]-1-methyl-imidazole-2-carboxamide